CO[Si](CCC/C=1/C(=O)OC(\C1)=O)(OC)OC 3-(trimethoxysilyl)propyl-maleic anhydride